4,4'-methylenebis[6-(1,1-dimethylethyl)-2,3-dimethylphenol] C(C1=C(C(=C(C(=C1)C(C)(C)C)O)C)C)C1=C(C(=C(C(=C1)C(C)(C)C)O)C)C